tert-Butyl 4-(4-(3-(4-cyano-3-(trifluoromethyl)phenyl)-5,5-dimethyl-4-oxo-2-thioxoimidazolidin-1-yl)-2-ethylphenoxy)piperidine-1-carboxylate C(#N)C1=C(C=C(C=C1)N1C(N(C(C1=O)(C)C)C1=CC(=C(OC2CCN(CC2)C(=O)OC(C)(C)C)C=C1)CC)=S)C(F)(F)F